O=C1NC(CCC1N1C(C2(CN(C2)C2=CC=C(C=N2)C(=O)OC(C)(C)C)CC1=O)=O)=O tert-Butyl 6-[6-(2,6-dioxopiperidin-3-yl)-5,7-dioxo-2,6-diazaspiro[3.4]octan-2-yl]pyridine-3-carboxylate